N1C(=CC2=CC=CC=C12)C(=O)N1CC2C3CN(C4(CCN3NC2CC1)CC4)CCOC 4'-(1H-indole-2-carbonyl)-13'-(2-methoxyethyl)-4',8',9',13'-tetraazaspiro[cyclopropane-1,12'-tricyclo[7.5.0.02,7]tetradecane]